2-chloro-6-((2S,5S)-4-((3,3-difluorocyclobutyl)(4-(trifluoromethyl)phenyl)methyl)-5-(difluoromethyl)-2-methylpiperazin-1-yl)-8-methyl-9-(((S)-tetrahydrofuran-2-yl)methyl)-9H-purine ClC1=NC(=C2N=C(N(C2=N1)C[C@H]1OCCC1)C)N1[C@H](CN([C@@H](C1)C(F)F)C(C1=CC=C(C=C1)C(F)(F)F)C1CC(C1)(F)F)C